6-((2R*,3S*)-2-Benzyl-3-methylpyrrolidin-1-yl)-1-(3-methoxypropyl)-4-morpholinopyridin-2(1H)-one C(C1=CC=CC=C1)[C@H]1N(CC[C@@H]1C)C1=CC(=CC(N1CCCOC)=O)N1CCOCC1 |o1:7,11|